4-(7-(6-methylpyridin-2-yl)-2,3-dihydro-1H-pyrido[3,4-b][1,4]oxazin-1-yl)pyridin-2-amine CC1=CC=CC(=N1)C1=CC2=C(OCCN2C2=CC(=NC=C2)N)C=N1